FC1=C(C=C(C=C1[N+](=O)[O-])F)C1=NN(C=C1C(C)N(C(OC(C)(C)C)=O)C)C tert-butyl (1-(3-(2,5-difluoro-3-nitrophenyl)-1-methyl-1H-pyrazol-4-yl)ethyl)(methyl)carbamate